1-[[2-(difluoromethoxy)pyridin-4-yl]methyl]-3-spiro[2.3]hexan-2-ylurea FC(OC1=NC=CC(=C1)CNC(=O)NC1CC12CCC2)F